benzyl (3S,5S)-3-((4-(3-((5-((3,3-difluorobutyl)sulfonamido)-6-fluoro-2-methylnaphthalen-1-yl)oxy)pyridazin-4-yl)pyrimidin-2-yl)amino)-5-fluoropiperidine-1-carboxylate FC(CCS(=O)(=O)NC1=C2C=CC(=C(C2=CC=C1F)OC=1N=NC=CC1C1=NC(=NC=C1)N[C@@H]1CN(C[C@H](C1)F)C(=O)OCC1=CC=CC=C1)C)(C)F